N-[(3R)-1-benzylpyrrolidin-3-yl]-N-methyl-1-{1-[4-(trifluoromethoxy)phenyl]piperidine-4-carbonyl}piperidin-4-amine C(C1=CC=CC=C1)N1C[C@@H](CC1)N(C1CCN(CC1)C(=O)C1CCN(CC1)C1=CC=C(C=C1)OC(F)(F)F)C